(S)-1-((R)-2-((methoxycarbonyl)amino)-2-phenylacetyl)-4-oxopyrrolidine COC(=O)N[C@@H](C(=O)N1CCC(C1)=O)C1=CC=CC=C1